tert-butyl 2-(2-(1-(4-methoxybenzyl)-6-oxo-5-(trifluoromethyl)-1,6-dihydropyridazin-3-yl)pyrrolidin-1-yl)acetate COC1=CC=C(CN2N=C(C=C(C2=O)C(F)(F)F)C2N(CCC2)CC(=O)OC(C)(C)C)C=C1